2-(2-Chloro-3-hydroxyphenyl)-N-[4-(4-cyano-1H-pyrazol-1-yl)-3-sulfamoylphenyl]acetamide ClC1=C(C=CC=C1O)CC(=O)NC1=CC(=C(C=C1)N1N=CC(=C1)C#N)S(N)(=O)=O